OC(C)(C)C=1C=C(C=C(C1)C(F)(F)F)[C@@H](C)NC1=NC(=NC2=C3C(=C(C=C12)C=1C=CC(N(C1)C)=O)N(N=C3)C)C (R)-5-(4-((1-(3-(2-hydroxypropan-2-yl)-5-(trifluoromethyl)phenyl)ethyl)amino)-2,7-dimethyl-7H-pyrazolo[3,4-h]quinazolin-6-yl)-1-methylpyridin-2(1H)-one